[F].[Ge].[Cl] chlorine germanium fluorine